1-(2-(1H-tetrazol-5-yl)pyridin-3-yl)pentan-1-ol N1N=NN=C1C1=NC=CC=C1C(CCCC)O